2-[(4R)-4-methyl-2-(1-methylpyrazolo[3,4-b]pyridin-4-yl)-3,4-dihydro-1H-isoquinolin-6-yl]-1,5,6,7,8,8a-hexahydroimidazo[1,5-a]pyrazin-3-one C[C@H]1CN(CC2=CC=C(C=C12)N1C(N2C(CNCC2)C1)=O)C1=C2C(=NC=C1)N(N=C2)C